FC1(CC(C1)NC(C1=C(C=C(C=C1)B1OC(C(O1)(C)C)(C)C)OC)=O)F N-(3,3-difluorocyclobutyl)-2-methoxy-4-(4,4,5,5-tetramethyl-1,3,2-dioxaborolan-2-yl)benzamide